cinnamic acid benzoate C(C1=CC=CC=C1)(=O)O.C(C=CC1=CC=CC=C1)(=O)O